BrC1=C(C=CC=C1F)C[C@H](C(=O)OC)NC(=O)OC Methyl (R)-3-(2-bromo-3-fluorophenyl)-2-((methoxy carbonyl)amino)propanoate